9-(3-chloro-5-nitropyridin-2-yl)-1-oxa-9-azaspiro[5.5]Undecane-3-one ClC=1C(=NC=C(C1)[N+](=O)[O-])N1CCC2(CCC(CO2)=O)CC1